N1CC(C1)C=1N=C2C(=NC(=NC2=NC1C)N1CC(OC(C1)C)C=1C=NN(C1)C1CC1)C12CC(C1)(C2)C(F)(F)F 4-[6-(azetidin-3-yl)-7-methyl-4-[3-(trifluoromethyl)-1-bicyclo[1.1.1]pentanyl]pteridin-2-yl]-2-(1-cyclopropylpyrazol-4-yl)-6-methyl-morpholine